C[Si]1(CCC(CCC1)NC(=O)C1=CC=2C(=NC(=C(C2F)F)C)N1)C N-(1,1-dimethylsilepan-4-yl)-4,5-difluoro-6-methyl-1H-pyrrolo[2,3-b]pyridine-2-carboxamide